COCC1(NC(=NC(=N1)N(COC)COC)N(COC)COC)NCOC 2,N2,N4,N4,N6,N6-hexa(methoxymethyl)-1,3,5-triazine-2,4,6-triamine